CC(C)(C)OCCC(=O)O 3-[(2-methylpropan-2-yl)oxy]propanoic acid